Lithium (E)-8-[4-amino-[(1R,3R)-3-aminocyclohexyl]-3-[4-[[4-(trifluoromethyl)-2-pyridyl]carbamoyl]phenyl]pyrazolo[4,3-c]pyridin-7-yl]oct-7-enoate NC1=NC(=C(C2=C1C(=NN2)C2=CC=C(C=C2)C(NC2=NC=CC(=C2)C(F)(F)F)=O)/C=C/CCCCCC(=O)[O-])[C@H]2C[C@@H](CCC2)N.[Li+]